iron aluminum sodium [Na].[Al].[Fe]